FC1=CC(=C(C=C1)CC(=O)[O-])C=O 4-fluoro-2-formylphenylacetate